C(C)(C)C1=NNC2=CC=C(C=C12)C1=CN=C2N1N=C(C=C2)N2CCC1(CCOCC1)CC2 9-(3-(3-isopropyl-1H-indazol-5-yl)imidazo[1,2-b]pyridazin-6-yl)-3-oxa-9-azaspiro[5.5]undecane